ClC=1C=C(C=CC1)[C@H](CN1[C@@H](C[C@@H](C1)COC1=CC=C(C=C1)S(=O)(=O)C)C)O (1R)-1-(3-chlorophenyl)-2-[(2R,4S)-4-[(4-methanesulfonylphenoxy)methyl]-2-methylpyrrolidin-1-yl]ethan-1-ol